FC1=CC=CC2=C1N(C[C@@H]1[C@@H](C(N2C)=O)N(C(C1)=O)C1=NC(=CC(=C1)C(F)(F)F)C)C1=NC=CC=C1 (3AR,11aS)-6-fluoro-10-methyl-1-(6-methyl-4-(trifluoromethyl)pyridin-2-yl)-5-(pyridin-2-yl)-1,3a,4,5,10,11a-hexahydro-2H-benzo[b]pyrrolo[2,3-f][1,4]diazocine-2,11(3H)-dione